NC1=C(C2=C(S1)CCC21CNC1)C#N 2-amino-spiro[5,6-dihydrocyclopenta[b]thiophene-4,3'-azetidine]-3-carbonitrile